tert-butyl (1-bromonaphthalen-2-yl)carbamate BrC1=C(C=CC2=CC=CC=C12)NC(OC(C)(C)C)=O